(R)-2-((5-(2-(6-((4-(dimethylamino)-4-oxobutyl)(methyl)amino)-2-methylhexan-3-yl)-2,6-diazaspiro[3.4]oct-6-yl)-1,2,4-triazin-6-yl)oxy)-N-ethyl-5-fluoro-N-isopropylbenzamide fumarate C(\C=C\C(=O)O)(=O)O.CN(C(CCCN(CCC[C@H](C(C)C)N1CC2(C1)CN(CC2)C=2N=CN=NC2OC2=C(C(=O)N(C(C)C)CC)C=C(C=C2)F)C)=O)C